OC=1C=C(C=C(C1O)O)C1OC=2C=C(C=C(C2CC1O)O)O 2-(3,4,5-trihydroxyphenyl)-3,4-dihydro-2H-chromene-3,5,7-triol